O1C=CC2=C1C=C(C=C2)CN(C(=O)[C@H]2N(CCC2)S(=O)(=NC2CC2)C2=CC(=C(C=C2)C)F)C2CCC(CC2)(F)F (2S)-N-(benzofuran-6-ylmethyl)-1-(N-cyclopropyl-3-fluoro-4-methylphenylsulfonimidoyl)-N-(4,4-difluorocyclohexyl)pyrrolidine-2-carboxamide